BrC1=CC=C(C=C1)C=1N=C(NC1C(=O)OCC)C(C)C ethyl 4-(4-bromophenyl)-2-(propan-2-yl)-1H-imidazole-5-carboxylate